7'-nitro-2',3'-dihydro-1'H-spiro[cyclopropane-1,4'-isoquinoline] [N+](=O)([O-])C1=CC=C2C3(CNCC2=C1)CC3